COC1=C(CNS(=O)(=O)C2=C(C=CC(=C2)[N+](=O)[O-])N2N=C3N=CC=CC3=C2)C=CC(=C1)OC N-(2,4-dimethoxybenzyl)-5-nitro-2-(2H-pyrazolo[3,4-b]pyridin-2-yl)benzenesulfonamide